NC1=C(C(=NC=N1)OC1=CC(=C(C=C1)NC(=O)NC1=CC(=NN1C1=CC=C(C=C1)OC)C1CCCC1)F)C#N 1-(4-((6-amino-5-cyanopyrimidin-4-yl)oxy)-2-fluorophenyl)-3-(3-cyclopentyl-1-(4-methoxyphenyl)-1H-pyrazol-5-yl)urea